15-hydroxy-5Z,8Z,11Z,13E-eicosatetraenoic acid CCCCCC(/C=C/C=C\C/C=C\C/C=C\CCCC(=O)O)O